COC1=CC=C(OC2=CC=C(C=C2)N2[C@@H](N3C(C=NC=C3)=C2)C(CC)=O)C=C1 (S)-1-(2-(4-(4-methoxyphenoxy)phenyl)imidazo[1,5-a]pyrazin-3-yl)propan-1-one